5-bromo-4-fluoro-2-((4-fluoro-2-methylphenyl)amino)benzoic acid BrC=1C(=CC(=C(C(=O)O)C1)NC1=C(C=C(C=C1)F)C)F